C[C@H]1N(CCCC1)CC1=CC(=NC=C1)C=1C=C2CN(C(C2=CC1)=O)C1C(NC(CC1)=O)=O 3-(5-(4-(((R)-2-methylpiperidin-1-yl)methyl)pyridin-2-yl)-1-oxoisoindolin-2-yl)piperidine-2,6-dione